Methyl-3,4,5-trimethoxycinnamate COC(C=CC1=CC(=C(C(=C1)OC)OC)OC)=O